4-{(S)-2-[2-(3-Chlorothiophen-2-yl)thiazol-4-yl]-2-[(S)-2-(methoxycarbonyl)-3-phenylpropanamido]ethyl}phenylsulfamic acid ClC1=C(SC=C1)C=1SC=C(N1)[C@H](CC1=CC=C(C=C1)NS(O)(=O)=O)NC([C@H](CC1=CC=CC=C1)C(=O)OC)=O